CS(=O)(=O)C1=CC(=C(C=C1)NCC#CC=1N(C=2C=CC=C(C2C1)NC1CCC(CC1)N1CC2(COC2)C1)CC(F)(F)F)OC 2-{3-[(4-methanesulfonyl-2-methoxyphenyl)amino]prop-1-yn-1-yl}-N-[(1S,4S)-4-{2-oxa-6-azaspiro[3.3]heptan-6-yl}cyclohexyl]-1-(2,2,2-trifluoroethyl)-1H-indol-4-amine